C1(CCCCCC1)C1N=C(OC1=O)C=1N(N=CC1)C 4-cycloheptyl-2-(2-methylpyrazol-3-yl)-4H-oxazol-5-one